2-amino-3-methyl-N-((3aR,4S,7aS)-octahydro-1-benzofuran-4-yl)-N-((5-(trifluoromethyl)-2-pyridinyl)methyl)-6-quinolinecarboxamide NC1=NC2=CC=C(C=C2C=C1C)C(=O)N(CC1=NC=C(C=C1)C(F)(F)F)[C@H]1CCC[C@H]2[C@@H]1CCO2